FC=1C=C(C(=O)O)C=C(C1C(C)(C)O)C1=CC2=C(NC=N2)C=C1 3-fluoro-4-(2-hydroxypropan-2-yl)-5-(1H-benzimidazol-5-yl)benzoic acid